CC1=NOC(=C1NC(=O)O[C@H](C)C1=CC=CC=C1)C1CC2(CN(C2)C2=CC=C(C=C2)C2(CC2)C(=O)O)C1 1-(4-{6-[3-methyl-4-({[(1R)-1-phenylethoxy]carbonyl}amino)-1,2-oxazol-5-yl]-2-azaspiro[3.3]heptan-2-yl}phenyl)cyclopropane-1-carboxylic acid